1,1,2,2-tetrakis(glycidyloxyphenyl)ethane C(C1CO1)OC1=C(C=CC=C1)C(C(C1=C(C=CC=C1)OCC1CO1)C1=C(C=CC=C1)OCC1CO1)C1=C(C=CC=C1)OCC1CO1